1-(thiophen-3-yl)cyclopropane-1-carboxylic acid ethyl ester C(C)OC(=O)C1(CC1)C1=CSC=C1